4-(4-Amino-6-{[2-fluoro-4-(methylsulfonyl)phenyl]amino}-1-isopropyl-1H-pyrazolo[3,4-d]pyrimidin-3-yl)-1H-indazole-7-carbonitrile NC1=C2C(=NC(=N1)NC1=C(C=C(C=C1)S(=O)(=O)C)F)N(N=C2C2=C1C=NNC1=C(C=C2)C#N)C(C)C